CC1=NC=C2N1CCNC2 3-methyl-5H,6H,7H,8H-imidazo[1,5-a]-pyrazine